C(C)(C)(C)C1=CC=CC2=C(C3=CC=CC=C3C(=C12)OC(=O)C1C(CCCC1)C(=O)O)OC(=O)C1C(CCCC1)C(=O)O 1-(tert-butyl)-9,10-bis(2-carboxycyclohexyl)carbonyloxyanthracene